COC(=O)C=1[C@@H](C2=C(NC1CF)COC2=O)C2=C(C=CC=C2)C2CC2.BrC=2C=CC=1C(C3=CC=CC=C3C1C2)(C2=CC=C(C=C2)N)C2=CC=C(C=C2)N 3-bromo-9,9-bis(4-aminophenyl)fluorene methyl-(R)-4-(2-cyclopropylphenyl)-2-(fluoromethyl)-5-oxo-1,4,5,7-tetrahydrofuro[3,4-b]pyridine-3-carboxylate